1-[6,7-dimethyl-4-(methylamino)-1,3-dihydro-2H-pyrrolo[3,4-c]pyridin-2-yl]-2-{1-[2-(trifluoromethyl)pyridin-4-yl]azetidin-3-yl}ethanone CC1=C(C2=C(C(=N1)NC)CN(C2)C(CC2CN(C2)C2=CC(=NC=C2)C(F)(F)F)=O)C